(3R,3aS,6S,6aR)-6-hydroxy-hexahydrofuro[3,2-b]furan-3-yl nitrate [N+](=O)(O[C@H]1[C@@H]2[C@H](OC1)[C@H](CO2)O)[O-]